ClC=1C(=NC=CN1)CC1=CC=C2[C@](NC(NC2=C1)=O)(C(F)(F)F)C#CC1CC1 (S)-7-((3-chloropyrazin-2-yl)methyl)-4-(cyclopropylethynyl)-4-(trifluoromethyl)-3,4-dihydroquinazolin-2(1H)-one